3-(6-Methoxypyridin-3-yl)-3-(4-(2-(5,6,7,8-tetrahydro-1,8-naphthyridin-2-yl)ethoxy)-1H-indazol-1-yl)propanoic acid COC1=CC=C(C=N1)C(CC(=O)O)N1N=CC2=C(C=CC=C12)OCCC1=NC=2NCCCC2C=C1